(R)-1-(4-(3-((6-(3-(2-Ethoxyphenoxy)piperidin-1-yl)pyrazin-2-yl)amino)-3-oxopropyl)phenyl)piperidin C(C)OC1=C(O[C@H]2CN(CCC2)C2=CN=CC(=N2)NC(CCC2=CC=C(C=C2)N2CCCCC2)=O)C=CC=C1